CS(=O)(=NC1=NC(=NC(=C1)N1[C@@H](COCC1)C)C1=CN=CN1C)C (R)-dimethyl((2-(1-methyl-1H-imidazol-5-yl)-6-(3-methylmorpholino)pyrimidin-4-yl)imino)-λ6-sulfanone